1-(2,2-Dioxido-2-thia-7-azaspiro[3.5]nonan-7-yl)-2-(4-fluoro-3-(trifluoromethyl)phenoxy)-2-methylpropan-1-one O=S1(CC2(C1)CCN(CC2)C(C(C)(C)OC2=CC(=C(C=C2)F)C(F)(F)F)=O)=O